CN(CCOC=1C=CC(=C(C1)C1=NC=CC2=C1N=C(N=C2)NC=2C=NC(=CC2)N2CCOCC2)F)C 8-(5-(2-(dimethylamino)ethoxy)-2-fluorophenyl)-N-(6-morpholinylpyridin-3-yl)pyrido[3,4-d]pyrimidin-2-amine